O1CC(CC1)OC(NC(C)(C)C)=O tetrahydrofuran-3-yltert-butylcarbamate